2,4-dimethyldodecane CC(C)CC(CCCCCCCC)C